CC=1C=C(C(=O)O\N=C\C2=C(C=CC(=C2)C)O)C=CC1 (E)-2-hydroxy-5-methylbenzaldehyde O-(3-methylbenzoyl) oxime